6-(((3S,4S)-1-(1-(difluoromethyl)-1H-benzo[d]imidazol-2-yl)-3-fluoropiperidin-4-yl)oxy)-3-(3-fluorophenyl)-1-methyl-1H-indazole FC(N1C(=NC2=C1C=CC=C2)N2C[C@@H]([C@H](CC2)OC2=CC=C1C(=NN(C1=C2)C)C2=CC(=CC=C2)F)F)F